(5S,7R)-5-(4-(benzyloxy)-2,6-difluorophenyl)-7-methyl-6-(2,2,2-trifluoroethyl)-5,6,7,8-tetrahydro-[1,3]dioxolano[4,5-g]isoquinoline C(C1=CC=CC=C1)OC1=CC(=C(C(=C1)F)[C@H]1N([C@@H](CC=2C=C3C(=CC12)OCO3)C)CC(F)(F)F)F